NCCCNC(=O)C=1C2=C(N(N1)C1=CSC=C1)C=1C=C(C(=CC1OC2)OC)C=C(C)C 7-methoxy-8-(2-methyl-propenyl)-1-thiophen-3-yl-1,4-dihydro-chromeno[4,3-c]pyrazole-3-carboxylic acid (3-amino-propyl)-amide